CC1(COC1)N1C2CNC(C1)C2 2-(3-methyl-oxetan-3-yl)-2,5-diazabicyclo[2.2.1]heptane